Phosphoric acid di(2-chloropropyl) ester ClC(COP(OCC(C)Cl)(O)=O)C